((4-fluorobenzoyl)oxy)(6-chloropyridine-3-carboxamide) FC1=CC=C(C(=O)OC2=NC(=CC=C2C(=O)N)Cl)C=C1